N-(N,N-dimethyl-2-aminocyclohepta[b]benzofur-9-yl)cyclobutanamide acetate C(C)(=O)O.CN(C1=CC=C2C(=C3C(O2)=CC=CC(=C3)NC(=O)C3CCC3)C1)C